N1N=NC2=C1C=CC(=C2)C(=O)N2C[C@H]1[C@](C2)(CNC1)OC trans-5-(1H-Benzotriazol-5-carbonyl)-3a-methoxy-hexahydro-pyrrolo[3,4-c]pyrrol